2-[1-(2,2-difluoroethyl)-1H-pyrazolo[3,4-d]pyrimidin-6-yl]-6-[2-methyl-6-(trifluoromethyl)pyrimidin-4-yl]-2,6-diazaspiro[3.4]octane FC(CN1N=CC=2C1=NC(=NC2)N2CC1(C2)CN(CC1)C1=NC(=NC(=C1)C(F)(F)F)C)F